N-[4-amino-8-(trans-4-aminocyclohexoxy)-5,5-dimethyl-6H-benzo[h]quinazolin-7-yl]-4-fluoro-N-methyl-benzenesulfonamide NC1=NC=NC=2C3=C(CC(C12)(C)C)C(=C(C=C3)O[C@@H]3CC[C@H](CC3)N)N(S(=O)(=O)C3=CC=C(C=C3)F)C